1-methyl-3-aminopropan-1-ol CC(CCN)O